ethyl (2R)-2-[[(2S)-4-[5-[bis(2-chloroethyl)amino]-1-methyl-benzimidazol-2-yl]-2-(tert-butoxycarbonylamino)butanoyl]amino]-4-methyl-pentanoate ClCCN(C1=CC2=C(N(C(=N2)CC[C@@H](C(=O)N[C@@H](C(=O)OCC)CC(C)C)NC(=O)OC(C)(C)C)C)C=C1)CCCl